(3S,4S)-8-(5-((4-chloro-1H-indazol-5-yl)thio)pyrazin-2-yl)-3-methyl-2-oxa-8-azaspiro[4.5]decan-4-amine-trifluoroacetate salt FC(C(=O)O)(F)F.ClC1=C2C=NNC2=CC=C1SC=1N=CC(=NC1)N1CCC2([C@@H]([C@@H](OC2)C)N)CC1